S(=O)(=O)(O)OCCOCCO Diethylene glycol monosulfate